1-(4-(3-amino-4-bromo-1-methyl-1H-pyrazolo[4,3-c]pyridin-6-yl)piperidin-1-yl)-2-methylpropan-1-one NC1=NN(C2=C1C(=NC(=C2)C2CCN(CC2)C(C(C)C)=O)Br)C